(S)-tert-butyl 7-(3-(3-((3-ethoxy-3-oxo-2-(2,4,6-trimethylphenylsulfonamido) propyl) carbamoyl) azetidin-1-yl) propyl)-3,4-dihydro-1,8-naphthyridine-1(2H)-carboxylate C(C)OC([C@H](CNC(=O)C1CN(C1)CCCC1=CC=C2CCCN(C2=N1)C(=O)OC(C)(C)C)NS(=O)(=O)C1=C(C=C(C=C1C)C)C)=O